NCC(CO)CN 3-amino-2-(aminomethyl)-1-propanol